tert-butyl 5-(N-((5-(5-(difluoromethyl)-1,3,4-oxadiazol-2-yl)pyridin-2-yl)methyl)methylsulfonamido)isoindoline-2-carboxylate FC(C1=NN=C(O1)C=1C=CC(=NC1)CN(S(=O)(=O)C)C=1C=C2CN(CC2=CC1)C(=O)OC(C)(C)C)F